S1C(=CC=C1)C1=C2C(=C(N=N1)C1=C(C=C(C=C1)C(F)(F)F)C(F)(F)F)N=CC=N2 5-(2-thienyl)-8-(2,4-bis(trifluoromethyl)phenyl)pyrazino[2,3-D]pyridazine